(S)-N-(7-(2-(1-amino-2-(3,5-difluorophenyl)ethyl)-4-oxo-7-(trifluoromethyl)quinazolin-3(4H)-yl)-4-chloro-1-methyl-1H-indazol-3-yl)methanesulfonamide N[C@@H](CC1=CC(=CC(=C1)F)F)C1=NC2=CC(=CC=C2C(N1C=1C=CC(=C2C(=NN(C12)C)NS(=O)(=O)C)Cl)=O)C(F)(F)F